ClC1=C(C=CC(=C1)Cl)CN1C=C(C2=CC=CC=C12)C(=O)NC1=C(C=NC=C1)F 1-[(2,4-dichlorophenyl)methyl]-N-(3-fluoro-4-pyridyl)indole-3-carboxamide